4-propionyl-3,4-dihydro-2H-benzo[b][1,4]oxazine-2-carboxamide C(CC)(=O)N1C2=C(OC(C1)C(=O)N)C=CC=C2